NC1CCC(CC1)NC1=C2C(=NC=C1)NC=C2C(=O)C2=C(C=C(C=C2)OC2=CC=CC=C2)Cl (4-(((1s,4s)-4-aminocyclohexyl)amino)-1H-pyrrolo[2,3-b]pyridin-3-yl)(2-chloro-4-phenoxy phenyl) ketone